1-[(1-methyl-1H-pyrazol-4-yl)methyl]piperidin-4-amine CN1N=CC(=C1)CN1CCC(CC1)N